ClC1=CN(C=2N=C(N=C(C21)ON2NN(N(C2)C(=O)OC(C)(C)C)C)NC=2C=NN(C2)CC)COCC[Si](C)(C)C tert-butyl (2s,4r)-4-((5-chloro-2-((1-ethyl-1H-pyrazol-4-yl) amino)-7-((2-(trimethylsilyl) ethoxy) methyl)-7H-pyrrolo[2,3-d]pyrimidin-4-yl) oxy)-2-methyltetrazole-1-carboxylate